C=1N=CN2C1C1=CC=CC=C1[C@@H]2[C@H]2[C@H](C=1C=CN=CC1CC2)O (5R,6S)-6-((S)-5H-Imidazo[5,1-a]isoindol-5-yl)-5,6,7,8-tetrahydroisochinolin-5-ol